C(C)OC=1C(=CC=2N(C1)N=C(C2)CCC(C)(C)O)NC(=O)C=2C(N(C=CC2)C)=O N-[6-ethoxy-2-(3-hydroxy-3-methyl-butyl)pyrazolo[1,5-a]pyridin-5-yl]-1-methyl-2-oxo-pyridine-3-carboxamide